Ethyl 2-[(1R,3R)-3-[(2S,3S)-2-azido-N-hexyl-3-methylpentanamido]-1-ethoxy-4-methylpentyl]-1,3-thiazole-4-carboxylate N(=[N+]=[N-])[C@H](C(=O)N(CCCCCC)[C@H](C[C@@H](OCC)C=1SC=C(N1)C(=O)OCC)C(C)C)[C@H](CC)C